2-(2-((3R,4R)-3-amino-4-fluoropiperidin-1-yl)-5,6-difluoro-1H-benzo[d]imidazol-1-yl)-N-(2-cyanoethyl)-N-((tetrahydrofuran-3-yl)methyl)acetamide N[C@@H]1CN(CC[C@H]1F)C1=NC2=C(N1CC(=O)N(CC1COCC1)CCC#N)C=C(C(=C2)F)F